N-(4-Iodophenyl)-5,7-Dimethylpyrazolo[1,5-A]Pyrimidine-3-Carboxamide IC1=CC=C(C=C1)NC(=O)C=1C=NN2C1N=C(C=C2C)C